3-(3-(difluoromethoxy)phenyl)-1-(4-fluorobenzyl)-N-(3-methyl-1,1-dioxidothietan-3-yl)-1H-pyrazolo[4,3-b]pyridine-6-carboxamide FC(OC=1C=C(C=CC1)C1=NN(C=2C1=NC=C(C2)C(=O)NC2(CS(C2)(=O)=O)C)CC2=CC=C(C=C2)F)F